CN1N=NC2=C1C=CC=C2 methyl-1H-1,2,3-benzotriazol